CC(C)(COP(=O)([O-])OP(=O)([O-])OC[C@@H]1[C@H]([C@H]([C@@H](O1)N2C=NC3=C(N=CN=C32)N)O)OP(=O)([O-])[O-])[C@H](C(=O)NCCC(=O)NCCSC(=O)CCC[NH3+])O The molecule is a triply-charged acyl-CoA arising from deprotonation of phosphate and diphosphate functions as well as protonation of the amino group of 4-aminobutanoyl-CoA. It is a conjugate base of a 4-aminobutanoyl-CoA.